FC1=CC=C(C=C1)C(C(=O)N[C@@H]([C@@H](O)C)C(=O)N[C@H](CCC(=O)O)C(=O)O)(C)C (2-(4-fluorophenyl)-2-methylpropanoyl)-L-allothreonyl-D-glutamic acid